C1(CCCCC1)C(COCC)(COCC)CCC(C1=CC=CC=C1)(C1=CC=CC=C1)C1=CC=CC=C1 2-cyclohexyl-2-(3,3,3-triphenylpropyl)-1,3-diethoxypropane